4-(((3S,4R)-1-((2,4-dichlorophenyl)sulfonyl)-4-hydroxy-4-(hydroxymethyl)pyrrolidin-3-yl)sulfonyl)benzonitrile ClC1=C(C=CC(=C1)Cl)S(=O)(=O)N1C[C@@H]([C@@](C1)(CO)O)S(=O)(=O)C1=CC=C(C#N)C=C1